7-fluoro-2-(4-(methylsulfonyl)phenyl)-6-(1'-(oxetan-3-ylmethyl)-[1,4'-bipiperidin]-4-yl)-1H-benzo[d]imidazole FC1=C(C=CC2=C1NC(=N2)C2=CC=C(C=C2)S(=O)(=O)C)C2CCN(CC2)C2CCN(CC2)CC2COC2